OC=1N=CN=NC1 5-hydroxy-1,2,4-triazin